2-bromo-6-(3-ethoxy-4-methoxyphenyl)pyrazine BrC1=NC(=CN=C1)C1=CC(=C(C=C1)OC)OCC